FC1=C(C=CC(=C1)I)NC1=C(C=2C(=NC(=CC2)C)S1)C(=O)OC(C)(C)C tert-Butyl 2-((2-fluoro-4-iodophenyl)amino)-6-methylthieno[2,3-b]pyridine-3-carboxylate